4-iodo-N-((1-methyl-1H-pyrazol-3-yl)methyl)aniline IC1=CC=C(NCC2=NN(C=C2)C)C=C1